C(C)(C)(C)OC([C@@H](CC1=CC(=CC=C1)OCC1=CC2=C(OC(O2)(F)F)C=C1)[C@@H]1CN(CC1)C(=O)OC(C)(C)C)=O tert-Butyl (3R)-3-[(1S)-2-tert-butoxy-1-[[3-[(2,2-difluoro-1,3-benzodioxol-5-yl)methoxy]phenyl]methyl]-2-oxo-ethyl]pyrrolidine-1-carboxylate